O1C2=C(OCC1)C=C(C=C2)C(CCN2N=C1C=C(C=CC1=C2)OC)=O 1-(2,3-dihydrobenzo[b][1,4]dioxin-6-yl)-3-(6-methoxy-2H-indazol-2-yl)propan-1-one